2-(6-chloro-3-ethylsulfonyl-2-pyridyl)-5-methoxy-3-methyl-6-(trifluoromethyl)imidazo[4,5-c]pyridin-4-one ClC1=CC=C(C(=N1)C1=NC2=C(C(N(C(=C2)C(F)(F)F)OC)=O)N1C)S(=O)(=O)CC